C1=CC(=CC=2OC3=C(C21)C=CC=C3)C(C)NC3=CN=C(N(C3=O)CC(=O)O)C3=C(C=CC=C3)F 2-(5-((1-(dibenzo[b,d]furan-3-yl)ethyl)amino)-2-(2-fluorophenyl)-6-oxopyrimidin-1(6H)-yl)acetic acid